N1N=NC2=C1C=CC(=C2)C2CCN(CC2)[C@H]2C(N(CC2)CC2=CC=C(C=C2)C)=O (R)-3-(4-(1H-benzo[d][1,2,3]triazol-5-yl)piperidin-1-yl)-1-(4-methylbenzyl)pyrrolidin-2-one